C[Si](CC#C)(F)C dimethyl(fluoro)(propargyl)silane